ClC=1C=NN(C1C(NC1=NC=C(C=C1C)C#CC1=CC=CC=C1)=O)CC1C(CN(CC1)C(=O)OC(C)(C)C)C tert-butyl 4-((4-chloro-5-((3-methyl-5-(phenylethynyl)pyridin-2-yl)carbamoyl)-1H-pyrazol-1-yl)methyl)-3-methylpiperidine-1-carboxylate